2-(4-(3-(1H-indol-3-yl)-5-methyl-1H-pyrazol-1-yl)-6-morpholinopyrimidin-2-yl)-2-methoxyethan-1-ol N1C=C(C2=CC=CC=C12)C1=NN(C(=C1)C)C1=NC(=NC(=C1)N1CCOCC1)C(CO)OC